ClC1=C(C=CC=C1F)C1(CC1)C1=NOC(=N1)C1=NN(C(=C1)C(F)(F)F)C 3-(1-(2-chloro-3-fluorophenyl)cyclopropyl)-5-(1-methyl-5-(trifluoromethyl)-1H-pyrazol-3-yl)-1,2,4-oxadiazole